ClC1=CC=C(C=C1)C1COC1 3-(4-chlorophenyl)oxetan